CN(C(=O)C1=NC(=CN=C1)C1=CC=C(C=C1)C(F)(F)F)C1=CC=NC=C1 N-methyl-N-(pyridin-4-yl)-6-(4-(trifluoromethyl)phenyl)pyrazine-2-carboxamide